Cl.CN(CCN)C N1,N1-dimethylethane-1,2-diamine hydrochloride